10-Bromo-2,6,6-trimethyl-3a,6,7,12b-tetrahydro-1H,5H-pyrazolo[1,2-a]pyrrolo[3,4-c]cinnoline-1,3,5(2H)-trione BrC=1C=CC=2C3C(N4N(C2C1)CC(C4=O)(C)C)C(N(C3=O)C)=O